4,5-diamino-1-(2-hydroxyethyl)-pyrazole chloride [Cl-].NC=1C=NN(C1N)CCO